[Na].C(C)NC1=CC=CC=C1 4-(ethylamino)benzene sodium